CC(=CCN(C(CCN1CC(NCC1)C(C1=CN=CC=C1)=O)=O)C=1C(N(C(N(C1)C)=O)C)=O)C N-(3-methylbut-2-en-1-yl)-N-(1,3-dimethyl-2,4-dioxo-1,2,3,4-tetrahydropyrimidin-5-yl)-3-(3-nicotinoylpiperazin-1-yl)propanamide